FC1=CC=C2C=CC=NC2=C1B(O)O (7-fluoroquinolin-8-yl)boronic acid